N-(m-tolyl)pyrazino[1',6':1,5]pyrazolo[4,3-b][1,7]naphthyridin-10-amine C1(=CC(=CC=C1)NN1C=CC2=CC=3C(=NC2=C1)C=1N(N3)CC=NC1)C